(S,E)-7-(4-bromophenyl)-4-((tert-butoxycarbonyl)amino)hept-5-enoic acid BrC1=CC=C(C=C1)C/C=C/[C@H](CCC(=O)O)NC(=O)OC(C)(C)C